ClC=1C=C(C=CC1Cl)N1CC(N(CC1)C(=O)C1=CC(NC2=CC=CC=C12)=O)C(=O)N1CCN(CC1)C 4-(4-(3,4-dichlorophenyl)-2-(4-methylpiperazine-1-carbonyl)piperazine-1-carbonyl)quinolin-2(1H)-one